OC=1C=C(C=CC1OC)/C/1=C/OCO\C=C1 (1E,6E)-7-(3-hydroxy-4-methoxyphenyl)-3,5-dioxepin